O=C1NC(CCC1N1C(N(C2=C1C=CC(=C2)N2CCN(CC2)C2C(CN(CC2)C(=O)OC(C)(C)C)(F)F)C)=O)=O tert-butyl 4-{4-[1-(2,6-dioxopiperidin-3-yl)-3-methyl-2-oxo-1,3-benzodiazol-5-yl]piperazin-1-yl}-3,3-difluoropiperidine-1-carboxylate